N1CNCC2=C1SC(=C2)S(=O)(=O)N tetrahydrothieno[2,3-d]pyrimidin-6-sulfonamide